C(C)OC=1C=C(C(=O)N[C@H](C(=O)N2[C@@H](C[C@H](C2)O)C(=O)NCC2=CC=C(C=C2)C2=C(N=CS2)C)C)C=CC1 (2S,4R)-1-((S)-2-(3-ethoxybenzoylamino)propionyl)-4-hydroxy-N-(4-(4-methylthiazol-5-yl)benzyl)pyrrolidine-2-carboxamide